P(O)(N)O[C@H]1[C@H]([C@@H](O[C@@H]1COC(C1=CC=C(C=C1)OC)(C1=CC=C(C=C1)OC)C1=CC=CC=C1)N1C(=O)N=C(NC(C)=O)C=C1)OC N4-acetyl-5'-O-(4,4'-dimethoxytrityl)-2'-O-methylcytidine phosphoramidite